4-(2,6-dioxopiperidin-3-yl)-3-methyl-2-oxo-2,3-dihydro-1H-benzoimidazole O=C1NC(CCC1C1=CC=CC=2NC(N(C21)C)=O)=O